CC(C)(C)C1CCC(CC1)=O 4-(1,1-dimethylethyl)-cyclohexanone